racemic-6-(1-aminoethyl)-1-methyl-1H-indazole-3-carbonitrile hydrochloride Cl.N[C@H](C)C1=CC=C2C(=NN(C2=C1)C)C#N |r|